(difluoromethoxy)-3-fluorobenzonitrile FC(OC1=C(C#N)C=CC=C1F)F